Cl.Cl.NC(C(=O)N1CCC2(C[C@@H](NC2=O)CCN2CCN(CC2)C2=CC=C(C=C2)F)CC1)(C)C (R)-8-(2-amino-2-methylpropionyl)-3-(2-(4-(4-fluorophenyl)piperazin-1-yl)ethyl)-2,8-diazaspiro[4.5]decan-1-one dihydrochloride